C12N(CC(NC1)CC2)C=2C1=C(N=C(N2)OC([2H])([2H])[C@]23CCCN3C[C@@H](C2)F)C(=C(N=C1)C1=CC(=CC2=CC=C(C(=C12)F)F)O)F 4-(4-(2,5-Diazabicyclo[2.2.2]octan-2-yl)-8-fluoro-2-(((2R,7aS)-2-fluorotetrahydro-1H-pyrrolizin-7a(5H)-yl)methoxy-d2)pyrido[4,3-d]pyrimidin-7-yl)-5,6-difluoronaphthalen-2-ol